C(C)C1C(O1)CC(=O)O[C@@H](C)[C@H]1CC(CCC1)(C)C (1S)-1-[(1R)-3,3-dimethylcyclohexyl]ethyl [3-ethyl-2-oxiranyl]acetate